C(=C)OC1=CC=C(C=C1)CC(=O)OCC ethyl 4-vinyloxybenzeneacetate